1-(N-(cyclopropylmethyl)-N-((S)-pyrrolidin-3-yl)sulfamoyl)pyrrolidine-3-carboxylic acid C1(CC1)CN(S(=O)(=O)N1CC(CC1)C(=O)O)[C@@H]1CNCC1